2-[1-(2,2-difluoroethyl)-1H-pyrazolo[3,4-b]pyrazin-6-yl]-7-[5-(trifluoromethyl)pyridin-2-yl]-2,7-diazaspiro[4.4]nonane FC(CN1N=CC=2C1=NC(=CN2)N2CC1(CC2)CN(CC1)C1=NC=C(C=C1)C(F)(F)F)F